CC1=NNC2=CC=C(C=C12)C=1C=C(C=NC1)OCC(CC1=CC=CC=C1)N α-[[[5-(3-Methyl-1H-indazol-5-yl)-3-pyridinyl]oxy]methyl]-benzeneethanamine